C1(=C(C=CC=C1)C1(C(=O)OC(CC1)C)C1=C(C=CC=C1)C)C α,α-ditolyl-δ-caprolactone